5-[[4-[3-(3,4-Dihydroxyphenyl)prop-2-enoyl]phenyl]methyl]-4-hydroxy-3H-1,3-thiazol-2-one OC=1C=C(C=CC1O)C=CC(=O)C1=CC=C(C=C1)CC1=C(NC(S1)=O)O